O=C1OC([C@@H](N1C(=O)OC(C)(C)C)C(C)C)=O tertbutyl (4S)-2,5-dioxo-4-(propan-2-yl)-1,3-oxazolidine-3-carboxylate